7-tridecyl-benzo[c]acridine C(CCCCCCCCCCCC)C1=C2C=CC=CC2=NC=2C3=C(C=CC12)C=CC=C3